[Br-].COC1=CC=CC2=[N+](C3=CC=CC=C3C(=C12)C1=CC=CC2=CC=CC=C12)C (±)-1-methoxy-10-methyl-9-(naphthalen-1-yl)acridinium bromide